(R,E)-N-(4-((3-chloro-2-fluorophenyl)amino)-7-((1,3-dimethylpyrrolidin-3-yl)ethynyl)quinazolin-6-yl)-4-morpholinobut-2-enamide ClC=1C(=C(C=CC1)NC1=NC=NC2=CC(=C(C=C12)NC(\C=C\CN1CCOCC1)=O)C#C[C@@]1(CN(CC1)C)C)F